2,4-dichloro-8-ethoxyquinazoline ClC1=NC2=C(C=CC=C2C(=N1)Cl)OCC